ClC1=C(C=CC(=C1)OCC=1C(=NOC1C1CC1)C1=C(C=CC=C1Cl)Cl)C1(CN(C1)C1=NC=C(C(=O)O)C(=C1)C)O 6-(3-(2-chloro-4-((5-cyclopropyl-3-(2,6-dichlorophenyl)isoxazol-4-yl)methoxy)phenyl)-3-hydroxyazetidin-1-yl)-4-methylnicotinic acid